N-hydroxy-4-(2-methoxy-5-((methoxymethyl)(2-methyl-4-quinazolinyl)amino)phenoxy)butanamide pyrrolidone-carboxylate N1(C(CCC1)=O)C(=O)O.ONC(CCCOC1=C(C=CC(=C1)N(C1=NC(=NC2=CC=CC=C12)C)COC)OC)=O